N-[(4-benzamidophenyl)methyl]-1H-pyrrolo[3,2-c]pyridine-2-carboxamide C(C1=CC=CC=C1)(=O)NC1=CC=C(C=C1)CNC(=O)C1=CC=2C=NC=CC2N1